5-(3,5-Bis((E)-4-chlorobenzylidene)-4-oxopiperidin-1-yl)-5-oxo-N-(5-sulfanyl-1,3,4-thiadiazol-2-yl)pentanamide ClC1=CC=C(\C=C\2/CN(C\C(\C2=O)=C/C2=CC=C(C=C2)Cl)C(CCCC(=O)NC=2SC(=NN2)S)=O)C=C1